1-methoxy-2-(methylsulfinyl)benzene COC1=C(C=CC=C1)S(=O)C